N1(C=NC=C1)C1=CC=C(COC=2C=C(N=NC2)NC(=O)C2[C@H](C2)C2=CC(=CC=C2)Cl)C=C1 |r| rac-(11S*,2S*)-N-(5-((4-(1H-imidazol-1-yl)benzyl)oxy)pyridazin-3-yl)-2-(3-chlorophenyl)cyclopropane-1-carboxamide